9,10-dihydro-9,9-dimethyl-10-(4-(oxazolo[5,4-b]pyridin-2-yl)phenyl)acridine CC1(C2=CC=CC=C2N(C=2C=CC=CC12)C1=CC=C(C=C1)C=1OC2=NC=CC=C2N1)C